(1-methyl-3-piperidyl)methanol CN1CC(CCC1)CO